CN1N=CC=2NCC(CC21)CNC(OC(C)(C)C)=O tert-butyl ((1-methyl-4,5,6,7-tetrahydro-1H-pyrazolo[4,3-b]pyridin-6-yl)methyl)carbamate